1,2-bis(diphenylphosphinyl)ethane palladium dichloride [Pd](Cl)Cl.C1(=CC=CC=C1)P(=O)(CCP(=O)(C1=CC=CC=C1)C1=CC=CC=C1)C1=CC=CC=C1